ethyl (S)-1-(1-((tert-butyldimethylsilyl)oxy)propan-2-yl)-3-ethoxy-1H-pyrazole-5-carboxylate [Si](C)(C)(C(C)(C)C)OC[C@H](C)N1N=C(C=C1C(=O)OCC)OCC